1-benzyl-3-(6-methyl-1-(tetrahydro-2H-pyran-2-yl)-1H-indazol-5-yl)pyrrolidine-2,5-dione C(C1=CC=CC=C1)N1C(C(CC1=O)C=1C=C2C=NN(C2=CC1C)C1OCCCC1)=O